C1=C(C=CC2=CC=CC=C12)C1=NOC(C1)C(=O)OCC ethyl 3-(naphthalen-2-yl)-4,5-dihydro-1,2-oxazole-5-carboxylate